methyl (2S)-2-[(4-methoxyphenyl) amino]-3,3-dimethyl-4-oxobutanoate COC1=CC=C(C=C1)N[C@H](C(=O)OC)C(C=O)(C)C